(2-aminopyrimidin-4-yl)-L-proline methyl ester COC([C@H]1N(CCC1)C1=NC(=NC=C1)N)=O